COC(=O)C1=CC2=CC=C(C=C2C=C1)C1=CC(=C(C=C1)OC)C12CC3(CC(CC(C1)C3)C2)O 6-(3-(3-hydroxyadamantane-1-yl)-4-methoxyphenyl)-2-naphthoic acid methyl ester